FC(C(=O)O)(F)F.CN(CC1=NNC=C1C1CCC2(CC(CO2)(C)C)CC1)CCNC Methyl[2-(methylamino)ethyl]([4-[(5S,8S)-3,3-dimethyl-1-oxaspiro[4.5]decan-8-yl]-1H-pyrazol-3-yl]methyl)amine trifluoroacetic acid salt